3-(5-amino-3-(3-fluoro-4-((4-methoxypyridin-2-yl)oxy)phenyl)imidazo[1,5-c]Pyrimidin-1-yl)pyrrolidin-1-yl-prop-2-en-1-one NC1=NC=CC=2N1C(=NC2C2CN(CC2)C(C=C)=O)C2=CC(=C(C=C2)OC2=NC=CC(=C2)OC)F